CN(C(CC1=CC=CC=C1)=O)C N,N-dimethyl-phenyl-acetamid